(2S)-1-(4-{8-chloro-7-[(2-methyl-1H-1,3-benzodiazol-6-yl)oxy]quinoxalin-2-yl}-1H-pyrazol-1-yl)propan-2-ol ClC=1C(=CC=C2N=CC(=NC12)C=1C=NN(C1)C[C@H](C)O)OC=1C=CC2=C(NC(=N2)C)C1